COC1=CC=C2C(=NC(=NC2=C1)NC1=CC(=C(C(=C1)OC)OC)OC)C 7-Methoxy-4-methyl-N-(3,4,5-trimethoxyphenyl)quinazolin-2-amine